6-(1,2-dimethyl-1H-benzimidazol-5-yl)-5-[1-(2,3,3-trifluoro-2-methylbutyl)-1H-pyrazol-4-yl]pyridine-2-carbonitrile CN1C(=NC2=C1C=CC(=C2)C2=C(C=CC(=N2)C#N)C=2C=NN(C2)CC(C(C)(F)F)(C)F)C